2-(1H-imidazol-1-yl)-N-((1r,4r)-4-methylcyclohexyl)-6-(oxetan-3-yloxy)pyrimidine-4-carboxamide N1(C=NC=C1)C1=NC(=CC(=N1)C(=O)NC1CCC(CC1)C)OC1COC1